FC1=C2C=CN(C2=CC=C1[N+](=O)[O-])C(=O)OC(C)(C)C tert-butyl 4-fluoro-5-nitro-1H-indole-1-carboxylate